(3S)-3-acetamido-4-(((2S)-1-((2-methyl-5-(pyrrolidin-3-yloxy)benzyl)amino)-1-oxo-4-phenylbutan-2-yl)amino)-4-oxobutanoic acid C(C)(=O)N[C@@H](CC(=O)O)C(=O)N[C@H](C(=O)NCC1=C(C=CC(=C1)OC1CNCC1)C)CCC1=CC=CC=C1